(2S,4R)-2-carbamoyl-4-(4-(methoxycarbonyl)benzamido)pyrrolidine Tert-Butyl-3-{[(chloromethoxy)carbonyl]oxy}propanoate histidinate N[C@@H](CC1=CNC=N1)C(=O)O.C(C)(C)(C)OC(CCOC(=O)OCCl)=O.C(N)(=O)[C@H]1NC[C@@H](C1)NC(C1=CC=C(C=C1)C(=O)OC)=O